C(C)OC(=O)C1=NN(C(=C1SCC)NC(=O)OC(C)(C)C)C 5-((tert-butoxycarbonyl)amino)-4-(ethylsulfanyl)-1-methyl-1H-pyrazole-3-carboxylic acid ethyl ester